NC1=C(C=CC(=C1F)Br)N1N=C(C=2CN(CCC21)C(=O)OC(C)(C)C)CC(=O)OC tert-butyl 1-(2-amino-4-bromo-3-fluorophenyl)-3-(2-methoxy-2-oxoethyl)-1,4,6,7-tetrahydro-5H-pyrazolo[4,3-c]pyridine-5-carboxylate